C1(CCCC1)NC=1C=2N(N=CC1C(=NC1=C(C=C(C=C1)O)CC)N)C=C(C2)C2=C(C=NC=C2)C 4-(cyclopentylamino)-N'-(2-ethyl-4-hydroxy-phenyl)-6-(3-methyl-4-pyridyl)pyrrolo[1,2-b]pyridazine-3-carboxamidine